O=C1NC(CC[C@@H]1C1=CC=C(C=C1)N1CCN(CC1)CC(=O)N1CCN(CC1)CCNC(=O)C1(CCN(CC1)C1=CN=NC(=C1)C1=C(C=CC=C1)O)OC1=CC=CC=C1)=O N-(2-{4-[2-(4-{4-[(3R)-2,6-dioxopiperidin-3-yl]phenyl}piperazin-1-yl)acetyl]piperazin-1-yl}ethyl)-1-[6-(2-hydroxyphenyl)pyridazin-4-yl]-4-phenoxypiperidine-4-carboxamide